FC(OC=1C=2N(N=C(C1)C=1N=C3N(C(C1)=O)C=C(S3)N3CCN(CC3)C(=O)OC(C)(C)C)C=C(N2)C)F tert-butyl 4-[7-[8-(difluoromethoxy)-2-methyl-imidazo[1,2-b]pyridazin-6-yl]-5-oxo-thiazolo[3,2-a]pyrimidin-2-yl]piperazine-1-carboxylate